8-[1-(3-Fluoro-4-trifluoromethyl-benzyl)-1H-pyrazol-4-yl]-6-oxo-1-propyl-6,7-dihydro-1H-purine-2-carboxylic acid FC=1C=C(CN2N=CC(=C2)C2=NC=3N=C(N(C(C3N2)=O)CCC)C(=O)O)C=CC1C(F)(F)F